4-[[5-(2,3-dihydrothieno[3,4-b][1,4]dioxin-5-yl)tetrazol-2-yl]methyl]benzohydroxamic acid O1C=2C(OCC1)=C(SC2)C=2N=NN(N2)CC2=CC=C(C(=O)NO)C=C2